C(C)(C)OC1CN(C1)C(=O)NCC1=C(C=C(C=C1)C1=NC(=NC=C1)NC1=CC=C(C=C1)N1CCN(CC1)CC1CCN(CC1)CC(=O)OC)C methyl 2-(4-((4-(4-((4-(4-((3-isopropoxyazetidine-1-carboxamido)methyl)-3-methylphenyl)pyrimidin-2-yl)amino)phenyl)piperazin-1-yl)methyl)piperidin-1-yl)acetate